BrC1=CC=2N(C=C1)C(=NN2)CN(C(OC(C)(C)C)=O)C[C@H]2NC(CC2)=O tert-butyl (S)-((7-bromo-[1,2,4]triazolo[4,3-a]pyridin-3-yl)methyl)((5-oxopyrrolidin-2-yl)methyl)carbamate